6-hydroxy-3-(5-(trifluoromethyl)pyridin-2-yl)benzothiazol-2(3H)-one OC1=CC2=C(N(C(S2)=O)C2=NC=C(C=C2)C(F)(F)F)C=C1